(1r,2s)-2-{3-[(5-cyclopropyl-2-ethylpyrazol-3-yl)amino]-1H-indazol-6-yl}-5'-methoxy-1'H-spiro[cyclopropan-1,3'-indol]-2'-one C1(CC1)C=1C=C(N(N1)CC)NC1=NNC2=CC(=CC=C12)[C@@H]1C[C@@]12C(NC1=CC=C(C=C21)OC)=O